4-{bis[(4-methoxyphenyl)methyl]amino}-2-(morpholin-4-yl)pyrazolo[1,5-a][1,3,5]triazine-8-carbaldehyde COC1=CC=C(C=C1)CN(C1=NC(=NC=2N1N=CC2C=O)N2CCOCC2)CC2=CC=C(C=C2)OC